COC=1C(=CC(=C(N(C)CCN(CCCON(C(OC(C)(C)C)=O)C)C)C1)NC(=O)OCC[Si](C)(C)C)NC1=NC=CC(=N1)C1=CN(C2=CC=CC=C12)C tert-butyl N-[3-[2-[5-methoxy-N-methyl-4-[[4-(1-methylindol-3-yl)pyrimidin-2-yl]amino]-2-(2-trimethylsilylethoxycarbonylamino)anilino]ethyl-methyl-amino]propoxy]-N-methyl-carbamate